ClC1=NN(C=C1CC(=O)N)C=1C=NC=CC1 (3-chloro-1-(pyridin-3-yl)-1H-pyrazol-4-yl)acetamide